(S)-3-amino-3-(4-methoxy-2',6'-dimethylbiphenyl-3-yl)propionic acid ethyl ester C(C)OC(C[C@@H](C=1C=C(C=CC1OC)C1=C(C=CC=C1C)C)N)=O